C1(CC1)C1(C(NC[C@@H]1C)=O)C#N (4R)-3-cyclopropyl-4-methyl-2-oxopyrrolidine-3-carbonitrile